(9H-fluoren-2-yl)sydnone C1=C(C=CC=2C3=CC=CC=C3CC12)[N+]=1[N-]OC(C1)=O